C1(=CC=C(C=C1)C=1OC2=C(N1)C(=CC(=C2)C=2C=C1C=CC(=CC1=CC2)C2=CC=C(C=C2)C2=CC=C(C=C2)C#N)C2=CC=CC=C2)C2=CC=CC=C2 2-(biphenyl-4-yl)-6-{2-(4'-cyano-biphenyl-4-yl)-naphthalen-6-yl}-4-phenyl-benzoxazole